C(C)(C)(C)OC(=O)N1CCC(CC1)(COCC12[Co]3[Co]2C13CO)CO.ClC1=NC(=NC(=C1)Cl)OCCOC 4,6-dichloro-2-(2-methoxyethoxy)pyrimidine tert-butyl-4-(hydroxymethyl)-4-({[4-(hydroxymethyl)-1,2-dicobaltatricyclo[1.1.0.02,4]butan-3-yl]methoxy}methyl)piperidine-1-carboxylate